(S)-N-(5-fluoropyridin-2-yl)-2-((3S,5r)-3-methyl-5-(6-oxo-1,6-dihydropyridazin-3-yl)piperidin-1-yl)propanamide FC=1C=CC(=NC1)NC([C@H](C)N1C[C@H](C[C@H](C1)C1=NNC(C=C1)=O)C)=O